N-((3R,4S)-4-((6-(2,6-dichloro-3,5-di-methoxyphenyl)-8-((4-(dimethylamino)butyl)amino)pyrido[3,4-d]pyrimidin-2-yl)amino)tetrahydrofuran-3-yl)acrylamide ClC1=C(C(=C(C=C1OC)OC)Cl)C1=CC2=C(N=C(N=C2)N[C@H]2[C@H](COC2)NC(C=C)=O)C(=N1)NCCCCN(C)C